malonic acid 1-(3,3-dimethyl-1-cyclopenten-1-yl) ethyl ester C(C)OC(CC(=O)OC1=CC(CC1)(C)C)=O